CC(COC=1C=C(C=CC1)C(CC(C(=O)OC)=O)=O)(C)C Methyl 4-[3-(2,2-dimethyl-propoxy)phenyl]-2,4-dioxobutanoate